CC1=C(C(=O)NC(C)C2CCN(CC2)C(=O)[O-])C=C(C=C1)[N+](=O)[O-] 4-(1-(2-methyl-5-nitrobenzamido)ethyl)piperidine-1-carboxylate